3-benzyl-8-(naphthalen-2-ylmethyl)hexahydro-1H-pyrido[1,2-a]pyrazine-1,4(6H)-dione C(C1=CC=CC=C1)C1NC(C2N(C1=O)CCC(C2)CC2=CC1=CC=CC=C1C=C2)=O